COC=1C=C(C=C2CN(CC(C2=O)C=2C=NC=CC2)C)C=C(C1)OC 3-(3,5-dimethoxybenzylidene)-5-(3-pyridyl)-N-methyl-4-piperidone